C1(C(CC1C(=O)Cl)C(=O)Cl)C(=O)Cl 1,2,4-cyclobutanetricarboxylic acid chloride